3,5-bistrifluoromethylbenzyl alcohol FC(C=1C=C(CO)C=C(C1)C(F)(F)F)(F)F